N-(5-(2,5-dimethylmorpholino)-4'-((4-methyl-6-(methylsulfonyl)pyridin-2-yl)amino)-[2,3'-bipyridin]-6'-yl)acetamid CC1OCC(N(C1)C=1C=CC(=NC1)C=1C=NC(=CC1NC1=NC(=CC(=C1)C)S(=O)(=O)C)NC(C)=O)C